(4-hydroxy-3-methoxybenzyl)octanoamide OC1=C(C=C(CC(C(=O)N)CCCCCC)C=C1)OC